N1=C(N=CC=C1)N1N=CN=C1C(C)NC(OC1=CC=CC=C1)=O phenyl N-[1-(2-pyrimidin-2-yl-1,2,4-triazol-3-yl)ethyl]carbamate